N-methylquinoline-7-carboxamide CNC(=O)C1=CC=C2C=CC=NC2=C1